FC=1C=CC(=C2C=CN(C(C12)=O)C)OC1CC2(CN(C2)CCNC2=CC=3N(C=C2F)C=NN3)C1 8-Fluoro-5-[[2-[2-[(6-fluoro-[1,2,4]triazolo[4,3-a]pyridin-7-yl)amino]ethyl]-2-azaspiro[3.3]heptan-6-yl]oxy]-2-methyl-isoquinolin-1-one